CO[Si](OC)(OC)CNC1=NC(=NC(=N1)N)N N-trimethoxysilylmethyl-[1,3,5]triazin-2,4,6-triamine